C(C)(C)(C)[C@@H]1CC=2C=C3C(=NC2CC1)SC(=N3)C(=O)N[C@H](CCN3CCC(CC3)O)C3=CC=C(C=C3)C3=NN=CN3C (7S)-7-tert-butyl-N-[(1R)-3-(4-hydroxy-1-piperidyl)-1-[4-(4-methyl-1,2,4-triazol-3-yl)phenyl]propyl]-5,6,7,8-tetrahydrothiazolo[5,4-b]quinoline-2-carboxamide